8-(1-acetylpiperidin-4-yl)-4-chloro-2-(trifluoromethyl)chromeno[7,8-d]imidazol-6(3H)-one C(C)(=O)N1CCC(CC1)C=1OC2=C(C(C1)=O)C=C(C=1NC(=NC12)C(F)(F)F)Cl